ClC=1N=C(C2=C(N1)C[C@]1(CCCC3=CC=CC=C13)N(C2)C)Cl (7S)-2,4-dichloro-6-methyl-spiro[5,8-dihydropyrido[4,3-d]pyrimidine-7,1'-tetralin]